FC1(CCC(CC1)N(C(=O)C1=NC=CC=C1)C)F N-(4,4-difluorocyclohexyl)-N-methylpyridineamide